C(C)C(C(O)=O)(CCCCCCCC)CCCC 2-ethyl-2-butylcapric acid